morpholin-4-ium (1'R,2'R)-6-hydroxy-5'-methyl-4-pentyl-2'-(prop-1-en-2-yl)-1',2',3',4'-tetrahydro-[1,1'-biphenyl]-2-yl-sulfate OC1=CC(=CC(=C1[C@H]1[C@@H](CCC(=C1)C)C(=C)C)OS(=O)(=O)[O-])CCCCC.[NH2+]1CCOCC1